cis,cis-N',N3,N5-Tris(6-(didodecylamino)hexyl)cyclohexane-1,3,5-tricarboxamide C(CCCCCCCCCCC)N(CCCCCCN(C(=O)C1CC(CC(C1)C(=O)NCCCCCCN(CCCCCCCCCCCC)CCCCCCCCCCCC)C(=O)N)CCCCCCN(CCCCCCCCCCCC)CCCCCCCCCCCC)CCCCCCCCCCCC